C(#N)N1[C@H]2[C@@H](C[C@@H]1CC2)NC(C2=CC(=C(C=C2)C2=NC=CC(=N2)C)OCC(C)C)=O N-((1R,2R,4S)-7-cyano-7-azabicyclo[2.2.1]heptan-2-yl)-3-(2-methylpropoxy)-4-(4-methyl-2-pyrimidinyl)benzamide